2,2-difluoro-N-((1r,2r)-1-(8-fluoro-2,3-dihydrobenzo[b][1,4]dioxin-6-yl)-1-hydroxy-3-(pyrrolidin-1-yl)propan-2-yl)-4-(5,6,7,8-tetrahydronaphthalen-2-yl)butanamide FC(C(=O)N[C@@H]([C@H](O)C1=CC2=C(OCCO2)C(=C1)F)CN1CCCC1)(CCC1=CC=2CCCCC2C=C1)F